benzyl (6S,8S)-8-benzyl-1-chloro-3-((3-methoxy-5-methylbenzyl)amino)-4-oxo-4,6,7,8-tetrahydropyrrolo[1,2-a]pyrazine-6-carboxylate C(C1=CC=CC=C1)[C@H]1C[C@H](N2C1=C(N=C(C2=O)NCC2=CC(=CC(=C2)C)OC)Cl)C(=O)OCC2=CC=CC=C2